2-(4-methoxyphenyl)-7,8-dihydrofuro[2,3-D]pyrrolo[1,2-a]pyrimidine-4(6H)-thione COC1=CC=C(C=C1)C1=CC2=C(N=C3N(C2=S)CCC3)O1